C(C)NS(=O)(=O)CCCC ethyl-butylsulfonamide